N-neopentylethane-1,2-diamine C(C(C)(C)C)NCCN